CC=1C=C(OC2=CC=C(N)C=C2)C=CC1 4-(3-methylphenoxy)aniline